8-(5-(7,8-dimethyl-[1,2,4]triazolo[1,5-a]pyridin-6-yl)-6-isopropyl-4H-pyrrolo[3,2-d]thiazol-2-yl)-1,4-dioxa-8-azaspiro[4.5]decane CC1=C(C=2N(C=C1C1=C(C=3N=C(SC3N1)N1CCC3(OCCO3)CC1)C(C)C)N=CN2)C